CC1=C(C=CC(=N1)NC1=C(C=CC(=C1)C1=NC=CC=C1)[N+](=O)[O-])N 6-methyl-N2-[2-nitro-5-(2-pyridyl)phenyl]pyridine-2,5-diamine